CC1(C=CC2=C(C3=CC=CC=C3N=C2C1)N)C 3,3-dimethyl-3,4-dihydroacridin-9-ylamine